C(CCC)[B-](C1=CC=CC=C1)(C1=CC=CC=C1)C1=CC=CC=C1.C1(=CC=CC=C1)[S+](CC(=O)C1=CC=CC=C1)C1=CC=CC=C1 diphenylphenacylsulfonium (n-butyl)triphenylborate